1,1'-(butane-1,4-diyl)bis(N-(4-fluorophenyl)-3-(pyridin-4-yl)-1H-pyrazole-5-carboxamide) C(CCCN1N=C(C=C1C(=O)NC1=CC=C(C=C1)F)C1=CC=NC=C1)N1N=C(C=C1C(=O)NC1=CC=C(C=C1)F)C1=CC=NC=C1